O1C=CC2=C1C=CC=C2 3-benzofuran